C(C)(C)(C)OC(=O)N1CC(C=2C3=C(C=CC12)C(=CC=C3)OC)C.NC3=C(C=C(C=C3)C(C)=O)[N+](=O)[O-] 1-(4-amino-3-nitrophenyl)ethan-1-one tert-butyl-6-methoxy-1-methyl-1,2-dihydro-3H-benzo[e]indole-3-carboxylate